1,3-dimethyl-5-(1-methyl-3,4,5,6,7,7a-hexahydro-2H-indol-3a-yl)pyrazolo[3,4-c]pyridine CN1N=C(C=2C1=CN=C(C2)C21CCN(C1CCCC2)C)C